C(=O)(OC(C)(C)C)OC(=O)OC(C)(C)C bis-(1,1-dimethylethyl) dicarbonate